quinolin-8-carbaldehyde N1=CC=CC2=CC=CC(=C12)C=O